FC1=CC=C(C=C1)N1N=C(C2=CC=CC=C2C1=O)C1=CC=C(S1)\C=[N+](\C)/[O-] (Z)-1-(5-(3-(4-fluorophenyl)-4-oxo-3,4-dihydrophthalazin-1-yl)thiophen-2-yl)-N-methylmethanimine oxide